tert-butyl 2-(2-oxo-4-phenyl-chromen-7-yl)oxypropanoate O=C1OC2=CC(=CC=C2C(=C1)C1=CC=CC=C1)OC(C(=O)OC(C)(C)C)C